sodium (2-ethylhexyl) sulfosuccinate S(=O)(=O)(O)C(C(=O)OCC(CCCC)CC)CC(=O)[O-].[Na+]